C(#N)C=1C=C(C=CC1)CN(CC1=CC=C(C=C1)CNCC1=NC=CC=C1)C1CCCC=2C=CC=NC12 N-[(3-cyanophenyl)methyl]-N'-(2-pyridinylmethyl)-N-(5,6,7,8-tetrahydro-8-quinolinyl)-1,4-benzenedimethanamine